5-amino-2-(5-aminopentyl)-N,N-dipropyl-6H-thieno[3,2-b]azepine-7-carboxamide NC=1CC(=CC2=C(N1)C=C(S2)CCCCCN)C(=O)N(CCC)CCC